1H-Imidazole-1-carboxylate N1(C=NC=C1)C(=O)[O-]